1-[(5-Fluoro-1-methyl-1H-pyrazol-4-yl)(1-methylpiperidin-4-yl)sulfamoyl]-3-{2-methyl-4H,5H,6H-cyclopenta[b]thiophen-3-yl}urea FC1=C(C=NN1C)N(S(=O)(=O)NC(=O)NC=1C2=C(SC1C)CCC2)C2CCN(CC2)C